Cl.N1=CN=C(C2=C1NC=C2)NC2=CC(=C1C(NC3(N(C1=C2OC)C)CCCCC3)=O)C 7'-((7H-pyrrolo[2,3-d]pyrimidin-4-yl)amino)-8'-methoxy-1',5'-dimethyl-1'H-spiro[cyclohexane-1,2'-quinazoline]-4'(3'H)-one hydrochloride